tert-butyl 3-[2-[3-[2-[3-[(5-bromo-2-pyridyl)oxy]cyclobutoxy]ethyl]cyclobutyl]ethoxy]azetidine-1-carboxylate BrC=1C=CC(=NC1)OC1CC(C1)OCCC1CC(C1)CCOC1CN(C1)C(=O)OC(C)(C)C